CC(C#CC1=CC2=C(OC[C@@H](C(N2C)=O)NC(C2=NC=CC(=C2)OC2=C(C=CC=C2)F)=O)C=C1)(C)C (S)-N-(7-(3,3-dimethylbut-1-yn-1-yl)-5-methyl-4-oxo-2,3,4,5-tetrahydrobenzo[b][1,4]oxazepin-3-yl)-4-(2-fluorophenoxy)picolinamide